(R)-N-(3-(1-((2-amino-5-chloropyridin-3-yl)oxy)ethyl)-phenyl)-3-cyclobutylbenzamide NC1=NC=C(C=C1O[C@H](C)C=1C=C(C=CC1)NC(C1=CC(=CC=C1)C1CCC1)=O)Cl